O1C=C(C=C1)C1=COC=2C1=NC=C(C2)C2=CC=C(C=C2)N2CCN(CC2)C(=O)OC(C)(C)C tert-butyl 4-(4-(3-(furan-3-yl)furo[3,2-b]pyridin-6-yl)phenyl)piperazine-1-carboxylate